C(C)OC(CCCCCCCC=CC=CCCCC)OCC 1,1-diethoxy-9,11-hexadecadiene